1-((5-(benzylthio)-3-fluoropyridin-2-yl)methyl)-2,6-dimethyl-7-phenyl-1H-imidazo[4,5-c]pyridine C(C1=CC=CC=C1)SC=1C=C(C(=NC1)CN1C(=NC=2C=NC(=C(C21)C2=CC=CC=C2)C)C)F